(S)-5-(3-(4-(2-oxa-7-azaspiro[3.5]nonane-7-carboxamido)phenyl)-2-(4-(5-chloro-2-(1H-tetrazol-1-yl)phenyl)-2,3-dioxopiperazin-1-yl)propionylamino)-1H-indole-2-carboxylic acid C1OCC12CCN(CC2)C(=O)NC2=CC=C(C=C2)C[C@@H](C(=O)NC=2C=C1C=C(NC1=CC2)C(=O)O)N2C(C(N(CC2)C2=C(C=CC(=C2)Cl)N2N=NN=C2)=O)=O